C(C)(C)(C)OC(=O)N1CCC(=CC1)C1=C(C=C(C=C1)[N+](=O)[O-])F.NC1=C(C(=NC=C1)N1N=CC(=C1)C#N)S(=O)(=O)N=CN(C)C amino-2-(4-cyano-1H-pyrazol-1-yl)-N-[(dimethylamino)methylene]pyridine-3-sulfonamide tert-butyl-4-(2-fluoro-4-nitrophenyl)-3,6-dihydropyridine-1(2H)-carboxylate